Cyclohexanhexon C1(C(C(C(C(C1=O)=O)=O)=O)=O)=O